C(=O)N[C@@H](CCSC)C(=O)N[C@@H](CC(C)C)C(=O)N[C@@H](CC1=CC=CC=C1)C(=O)O Formyl-Methionyl-Leucyl-Phenylalanine